(S)-(3-chloro-1-methyl-1H-pyrazol-5-yl)(4-(pyrazolo[1,5-a]pyridin-2-yl)-6,7-dihydro-1H-imidazo[4,5-c]pyridin-5(4H)-yl)methanone ClC1=NN(C(=C1)C(=O)N1[C@@H](C2=C(CC1)NC=N2)C2=NN1C(C=CC=C1)=C2)C